C1(C(CC(C1)C(=O)Cl)C(=O)Cl)(C(=O)Cl)C(=O)Cl 4-cyclopentanetetraformyl chloride